3-hydroxyallyl alcohol OC=CCO